C[N+]1=CC=C(C=C1)CC(C)(C)O 1-methyl-4-(2-hydroxyisobutyl)pyridinium